C1(C\C=C\CCCCCCC)C(=O)OC1=O trans-3-undecene-1,1-dicarboxylic anhydride